C(C)(C)(C)OC(=O)NCC=1N=NN(C1)C1(CN2C(CC2S1)=O)C(=O)[O-] 3-(4-(((tert-butoxycarbonyl) amino) methyl)-1H-1,2,3-triazol-1-yl)-7-oxo-4-thia-1-azabicyclo[3.2.0]heptane-3-carboxylate